acryloyloxyethyl dioctyl phosphate P(=O)(OCCOC(C=C)=O)(OCCCCCCCC)OCCCCCCCC